CC1=C(C2=C([C@H]([C@@]3(N2C[C@H]4[C@@H]3N4)OC)COC(=O)N)C(=O)C1=O)O The molecule is a member of the family of mitomycins that is mitomycin A in which the methoxy group on the quinone ring is replaced by a hydroxy group. It is a mitomycin and an organic heterotetracyclic compound. It is a conjugate acid of a 7-demethylmitomycin A(1-).